(11-{2-fluoro-4-[4-pentylcyclohexyl]phenoxy}undecyl)phosphonic acid diethyl ester C(C)OP(OCC)(=O)CCCCCCCCCCCOC1=C(C=C(C=C1)C1CCC(CC1)CCCCC)F